BrC1=CC2=C(NC(OC2=O)=O)C(=C1C1=C(C(=CC=C1)Cl)Cl)F (Sa)-6-bromo-7-(2,3-dichlorophenyl)-8-fluoro-2H-benzo[d][1,3]oxazine-2,4(1H)-dione